COC1=CC(=CC2=C1OC(=C2)C3=CC4=C(C=C3)OCO4)CCCO The molecule is a member of the class of 1-benzofurans that is 1-benzofuran substituted by a methoxy group at position 7, a 1,3-benzodioxol-5-yl group at position 2 and a 3-hydroxypropyl group at position 5. It has been isolated from Styrax agrestis. It has a role as a plant metabolite. It is a member of 1-benzofurans, an aromatic ether, a member of benzodioxoles and a primary alcohol. It derives from a hydride of a 1-benzofuran.